N-{5-[(5R)-7-chloro-4,4-difluoro-5-hydroxy-2,3,4,5-tetrahydro-1H-1-benzazepin-1-carbonyl]pyridin-2-yl}-4-fluoro-[1,1'-biphenyl]-2-carboxamide ClC=1C=CC2=C([C@H](C(CCN2C(=O)C=2C=CC(=NC2)NC(=O)C=2C(=CC=C(C2)F)C2=CC=CC=C2)(F)F)O)C1